(R)-N-(3-fluoro-2-(((triisopropylsilyl)oxy)methyl)benzylidene)-2-methylpropane-2-sulfinamide FC=1C(=C(C=N[S@](=O)C(C)(C)C)C=CC1)CO[Si](C(C)C)(C(C)C)C(C)C